N-(5-isopropenyl-4-phenoxy-pyrimidin-2-yl)benzenesulfonamide C(=C)(C)C=1C(=NC(=NC1)NS(=O)(=O)C1=CC=CC=C1)OC1=CC=CC=C1